1-(3-iodophenyl)-3-methyl-(S,S)-1,2-butanediol IC=1C=C(C=CC1)[C@@H]([C@H](C(C)C)O)O